OC(CO)C1[C@H]2CC[C@@H](CN1)N2C(=O)OC(C)(C)C tert-butyl (1R,5S)-2-(1,2-dihydroxyethyl)-3,8-diazabicyclo[3.2.1]octane-8-carboxylate